2-(4-(8-Chloro-7-((2-methyl-1-((2-(trimethylsilyl)ethoxy)methyl)-1H-benzo[d]imidazol-6-yl)oxy)quinoxalin-2-yl)-1H-pyrazol-1-yl)-1-(3-methoxypyrrolidin-1-yl)ethan-1-one ClC=1C(=CC=C2N=CC(=NC12)C=1C=NN(C1)CC(=O)N1CC(CC1)OC)OC=1C=CC2=C(N(C(=N2)C)COCC[Si](C)(C)C)C1